ClC1=CC(=C(C(=C1C1=C(C=CC=C1OC)F)F)NC)C(=O)N1CCN(CC1)C(C=C)=O (4-(6-chloro-2,2'-difluoro-6'-methoxy-3-(methylamino)-[1,1'-biphenyl]-4-carbonyl)piperazin-1-yl)prop-2-en-1-one